2-fluoro-4-isobutyl-6-(1-(pyridazin-3-yl)-6-azaspiro[2.5]oct-6-yl)benzonitrile FC1=C(C#N)C(=CC(=C1)CC(C)C)N1CCC2(CC2C=2N=NC=CC2)CC1